N1(N=CC=C1)C=1C=C(C=CC1)C1=C(C(=NC(=N1)N1CCOCC1)C(=O)O)OC 6-(3-(1H-pyrazol-1-yl)phenyl)-5-methoxy-2-morpholinopyrimidine-4-carboxylic acid